3-oxo-3-(naphthalen-2-yl)propionic acid ethyl ester C(C)OC(CC(C1=CC2=CC=CC=C2C=C1)=O)=O